palmitamidopropyl-ammonium C(CCCCCCCCCCCCCCC)(=O)NCCC[NH3+]